((R)-1-(3-amino-5-(trifluoromethyl)phenyl)ethyl)-6-(2-(2,2-difluorocyclopropyloxy)ethoxy)-7-methoxy-2-methyl-quinazolin-4-amine NC=1C=C(C=C(C1)C(F)(F)F)[C@@H](C)C1=C2C(=NC(=NC2=CC(=C1OCCOC1C(C1)(F)F)OC)C)N